5-(5-methyl-1H-pyrazol-4-yl)-N-(4-((methylamino)methyl)pyridin-2-yl)thiazolo[5,4-b]pyridin-2-amine CC1=C(C=NN1)C1=CC=C2C(=N1)SC(=N2)NC2=NC=CC(=C2)CNC